tert-Butyl N-[2-[[6,7-dichloro-3-(1H-pyrazol-4-yl)-1H-indol-2-yl]methylamino]-2-oxo-ethyl]-N-methyl-carbamate ClC1=CC=C2C(=C(NC2=C1Cl)CNC(CN(C(OC(C)(C)C)=O)C)=O)C=1C=NNC1